N-(3-(4'-((tetrahydro-2H-pyran-4-yl)methoxy)-4,5,5',6'-tetrahydro-2H-spiro[furan-3,8'-pyrano[3,4-b]pyridin]-2'-yl)-1-methyl-1H-pyrrolo[2,3-c]pyridin-5-yl)acetamide O1CCC(CC1)COC1=C2C(=NC(=C1)C1=CN(C3=CN=C(C=C31)NC(C)=O)C)C3(OCC2)COCC3